BrC=1C=C2C(=NC1)C=CO2 6-bromofurano[3,2-b]pyridine